ClC1=CC=C(C=C1)C1=CC=2C3=C(C=NC2C=C1)N(C(N3C=3C=C(C=CC3)O)=N)C 3-(8-(4-Chlorophenyl)-2-imino-3-methyl-2,3-dihydro-1H-imidazo[4,5-c]quinolin-1-yl)phenol